1-(6-(2-methoxyphenyl)pyridazin-3-yl)-N-(thiophen-3-ylmethyl)piperidin-3-amine COC1=C(C=CC=C1)C1=CC=C(N=N1)N1CC(CCC1)NCC1=CSC=C1